NCCNC1=NC(=NC=C1)N N4-(2-aminoethyl)pyrimidine-2,4-diamine